(E)-8-(1-(2-cyano-4-methylpent-2-enoyl)piperidin-4-yl)-2-(4-phenoxyphenyl)-5,6,7,8-tetrahydroimidazo[1,2-b]pyridazine-3-carboxamide C(#N)/C(/C(=O)N1CCC(CC1)C1C=2N(NCC1)C(=C(N2)C2=CC=C(C=C2)OC2=CC=CC=C2)C(=O)N)=C\C(C)C